z-beta-farnesene CCC(=C)CC\C=C(\C)/CCC=C(C)C